1-[(2,3-dihydro-1H-inden-5-yl)sulfonyl]-N-(1-ethyl-1H-indol-5-yl)-4-piperidinecarboxamide C1CCC2=CC(=CC=C12)S(=O)(=O)N1CCC(CC1)C(=O)NC=1C=C2C=CN(C2=CC1)CC